3-(allyloxy)-4-(4-chlorophenoxy)benzonitrile C(C=C)OC=1C=C(C#N)C=CC1OC1=CC=C(C=C1)Cl